1-(5-fluoro-2-{3-[4-(tetrahydro-pyran-4-ylmethyl)-piperazin-1-yl]-phenylamino}-pyrimidin-4-yl)-1H-indole-3-carboxylic acid amide FC=1C(=NC(=NC1)NC1=CC(=CC=C1)N1CCN(CC1)CC1CCOCC1)N1C=C(C2=CC=CC=C12)C(=O)N